O=C1NC(CCC1N1C(C2=CC=C(C=C2C1)CNC(=O)C1=CC=C(C=N1)C=1CCNCC1)=O)=O N-((2-(2,6-dioxopiperidin-3-yl)-1-oxoisoindol-5-yl)methyl)-1',2',3',6'-tetrahydro-[3,4'-bipyridin]-6-carboxamide